Tert-butyl {2-[4-(6-fluoro-1,2-benzoisoxazol-3-yl)piperidin-1-yl]ethyl}carbamate FC1=CC2=C(C(=NO2)C2CCN(CC2)CCNC(OC(C)(C)C)=O)C=C1